(S)-4-((2,2-difluoroethyl)(4-(5,6,7,8-tetrahydro-1,8-naphthyridin-2-yl)butyl)amino)-2-((6-methyl-2-(pyridin-4-yl)pyrimidin-4-yl)amino)butanoic acid FC(CN(CC[C@@H](C(=O)O)NC1=NC(=NC(=C1)C)C1=CC=NC=C1)CCCCC1=NC=2NCCCC2C=C1)F